3-triethoxysilyl-1-propylethanethiosulfonate C(C)O[Si](CCCC(C)S(=O)([O-])=S)(OCC)OCC